4-methyl-1lambda6-thiacyclohexane-1,1-dione CC1CCS(CC1)(=O)=O